C(C)(C)(C)OC(=O)N1C2C=C(CC1CC2)OS(=O)(=O)C(F)(F)F 3-(((trifluoromethyl)sulfonyl)oxy)-8-azabicyclo[3.2.1]oct-2-ene-8-carboxylic acid tert-butyl ester